C(C1=CC=CC=C1)OC[C@H](C(=O)N1CCC2(CC1)CN(C1=CC=CC=C12)S(=O)(=O)C)NC(C(C)(C)NC(CCCCCCC\C=C/CCCCCCCC)=O)=O (R)-N-(1-((3-(benzyloxy)-1-(1-(methylsulfonyl)spiro[indoline-3,4'-piperidin]-1'-yl)-1-oxopropan-2-yl)amino)-2-methyl-1-oxopropan-2-yl)oleamide